C1C(CC12OCCO2)C2=CC=C(N)C=C2 4-(5,8-dioxaspiro[3.4]octan-2-yl)aniline